tert-butyl 2-(1-cyclopropyl-1H-pyrazol-4-yl)-6-methylmorpholine-4-carboxylate C1(CC1)N1N=CC(=C1)C1CN(CC(O1)C)C(=O)OC(C)(C)C